aminohydroxybutyric acid C(C(CN)O)C(=O)O